FC1=CC(N(C=C1SCC1=CC=C(C=C1)OC)C)=O 4-fluoro-5-((4-methoxybenzyl)thio)-1-methylpyridin-2(1H)-one